C(C)[C@@H]1N(C[C@H](NC1)CC)C=1C=2C(N(C(C1)=O)C)=CN(N2)C2OCCCC2 7-((2S,5R)-2,5-diethylpiperazin-1-yl)-4-methyl-2-(tetrahydro-2H-pyran-2-yl)-2,4-dihydro-5H-pyrazolo[4,3-b]pyridin-5-one